CN1C[C@@H]([C@H](CC1)NC(=O)C1=CC(=CC=2N(C=NC21)CC(F)(F)F)C#CCNC2=C(C=C(C(=C2)F)S(=O)(=O)N2CCOCC2)OC)C N-[(3S,4S)-1-methyl-3-methyl-4-piperidyl]-6-{3-[5-fluoro-2-methoxy-4-(morpholinosulfonyl)phenylamino]-1-propynyl}-1-(2,2,2-trifluoroethyl)-1H-1,3-benzimidazole-4-carboxamide